3-methyl-1,3-pentanediol dibenzoate C(C1=CC=CC=C1)(=O)OCCC(CC)(OC(C1=CC=CC=C1)=O)C